COC(C1=CC=C(C=C1)C=1C=NN2C1N=CC(=C2)Br)=O 4-(6-Bromopyrazolo[1,5-a]pyrimidin-3-yl)benzoic acid methyl ester